ClC1=CC=C(C(=N1)C(=O)O)NC(C)C=1C=C(C=C2C(C=C(OC12)C1=NC=CN=C1)=O)C 6-Chloro-3-[1-(6-methyl-4-oxo-2-pyrazin-2-yl-chromen-8-yl)ethylamino]pyridine-2-carboxylic acid